C[C@H]1CN(CCN1C=1C2=C(N=CN1)N(C=C2C=2C=NN(C2)C)S(=O)(=O)C2=CC=C(C)C=C2)C(=O)OC(C)(C)C tert-Butyl (S)-3-methyl-4-(5-(1-methyl-1H-pyrazol-4-yl)-7-tosyl-7H-pyrrolo[2,3-d]pyrimidin-4-yl)piperazine-1-carboxylate